C(#N)C=1C=C(C=NC1)[C@H]1N(OCC1)C(=O)C1CCN(CC1)C1=NC=CC(=N1)C(=O)O 2-[4-[(3S)-3-(5-Cyano-3-pyridyl)isoxazolidine-2-carbonyl]-1-piperidyl]pyrimidine-4-carboxylic acid